ClCC=1N=C(OC1)[C@@]1(C[C@H](CC1)NS(=O)(=O)C)COC1CCC(CC1)C=1C(=NC=CC1)OC N-((1S,3S)-3-(4-(chloromethyl)oxazol-2-yl)-3-((((1s,4R)-4-(2-methoxypyridin-3-yl)cyclohexyl)oxy)methyl)cyclopentyl)methanesulfonamide